FC=1C=CC(=C2N=CC=NC12)NC(C1=CC=C(C=C1)C1CCN(CC1)C)=O N-(8-fluoroquinoxalin-5-yl)-4-(1-methylpiperidin-4-yl)benzamide